trans-methyl-3-oxo-2-hexylcyclopentanacetate COC(C[C@H]1[C@@H](C(CC1)=O)CCCCCC)=O